N1(CCC1)CC1(CC1)NC(C(F)(F)C1=CC(=CC(=C1)F)F)=O N-(1-(azetidin-1-ylmethyl)cyclopropyl)-2-(3,5-difluorophenyl)-2,2-difluoroacetamide